6-bromo-2-methyl-2,3,4,5-tetrahydro-1,2,4-triazine-3,5-dione BrC=1C(NC(N(N1)C)=O)=O